diphenyl-thianthrene tert-Butyl-N-[(1R)-2-[4-[1-(benzenesulfonyl)pyrrolo[2,3-b]pyridin-4-yl]anilino]-1-(hydroxymethyl)-2-oxo-ethyl]carbamate C(C)(C)(C)OC(N[C@@H](C(=O)NC1=CC=C(C=C1)C1=C2C(=NC=C1)N(C=C2)S(=O)(=O)C2=CC=CC=C2)CO)=O.C2(=CC=CC=C2)C2=C(C=1SC3=CC=CC=C3SC1C=C2)C2=CC=CC=C2